C(C)OC(C(=O)NC=1C(=C(C=CC1F)NC(C1=CC=CC=C1)=O)F)CC N-(3-(2-ethoxybutyrylamino)-2,4-difluorophenyl)benzamide